1-(2-((tert-butyldimethylsilyl)oxy)ethyl)-5-(4,4,5,5-tetramethyl-1,3,2-dioxaborolan-2-yl)-1H-indazole [Si](C)(C)(C(C)(C)C)OCCN1N=CC2=CC(=CC=C12)B1OC(C(O1)(C)C)(C)C